3,6-dichloro-4-isopropyl-pyridazine ClC=1N=NC(=CC1C(C)C)Cl